tert-butyl 2-[(2-amino-5-chloro-4-methoxy-phenoxy)methyl]prop-2-enoate NC1=C(OCC(C(=O)OC(C)(C)C)=C)C=C(C(=C1)OC)Cl